(S)-4-(4-fluorobenzyl)-N-(7-((2-hydroxy-spiro[3.3]heptan-2-yl)ethynyl)-5-methyl-4-oxo-2,3,4,5-tetrahydrobenzo[b][1,4]oxazepin-3-yl)-1H-pyrazole-1-carboxamide FC1=CC=C(CC=2C=NN(C2)C(=O)N[C@@H]2C(N(C3=C(OC2)C=CC(=C3)C#CC3(CC2(C3)CCC2)O)C)=O)C=C1